FCCCN1CC(C1)CC1=CC=C(C=C1)C1=CC(CCC2=C1C=CC(=C2)C(=O)OC)CC Methyl 9-(4-((1-(3-fluoropropyl)azetidin-3-yl)methyl)phenyl)-7-ethyl-6,7-dihydro-5H-benzo[7]annulene-3-carboxylate